C(C1=CC=CC=C1)OC=1C(=NC(=CC1)C(F)(F)F)C=O 3-(Benzyloxy)-6-(trifluoromethyl)pyridine-2-carbaldehyde